P(=O)(O)(O)N.P(O)(O)(=O)N amidophosphoric acid (amidophosphate)